(S)-1-((((S)-4-methyl-1-oxo-1-(((S)-1-oxo-3-((S)-2-oxopiperidin-3-yl)propan-2-yl)amino)pentan-2-yl)amino)-3-(naphthalen-1-yl)-1-oxopropan-2-yl)pyrazine-2-carboxamide CC(C[C@@H](C(N[C@H](C=O)C[C@H]1C(NCCC1)=O)=O)NC(C(C=O)N1[C@@H](C=NC=C1)C(=O)N)C1=CC=CC2=CC=CC=C12)C